COCCCNC1[C@@H]2CC[C@H](C1)N2C(=O)OC(C)(C)C tert-butyl (1S,4R)-2-((3-methoxypropyl) amino)-7-azabicyclo[2.2.1]heptane-7-carboxylate